Cl.FC1=C(C=CC(=C1F)OC)C1=CN=C2N1C=CN=C2NC2=CC(=C(C(=O)NCCOCCN(CC(=O)O)C)C=C2)CC N-(2-(2-(4-((3-(2,3-difluoro-4-methoxyphenyl)imidazo[1,2-a]pyrazin-8-yl)amino)-2-ethylbenzamido)ethoxy)ethyl)-N-methylglycine hydrochloride